CC1=COC=2N=CN=C(C21)N2CC=1C=C(C=NC1CC2)C=2N(N=CC2)C 5-methyl-4-[3-(2-methylpyrazol-3-yl)-7,8-dihydro-5H-1,6-naphthyridin-6-yl]furo[2,3-d]pyrimidine